(9H-fluoren-9-yl)methyl (5-((S)-2-((S)-2-(((2-azidoethoxy)carbonyl)amino)-3-methylbutanamido)propanamido)-2-(chloromethyl)benzyl)(methyl)carbamate N(=[N+]=[N-])CCOC(=O)N[C@H](C(=O)N[C@H](C(=O)NC=1C=CC(=C(CN(C(OCC2C3=CC=CC=C3C=3C=CC=CC23)=O)C)C1)CCl)C)C(C)C